(5-(((((1-ethylpiperidin-3-yl)methoxy)carbonyl)oxy)methyl)-1,3-phenylene)bis(methylene) bis(4,4-bis((7,7,8,8,8-pentafluorooctyl)oxy)butanoate) FC(CCCCCCOC(CCC(=O)OCC1=CC(=CC(=C1)COC(=O)OCC1CN(CCC1)CC)COC(CCC(OCCCCCCC(C(F)(F)F)(F)F)OCCCCCCC(C(F)(F)F)(F)F)=O)OCCCCCCC(C(F)(F)F)(F)F)(C(F)(F)F)F